N-methyl-1H-benzo[d]imidazole-6-carboxamide hydrochloride Cl.CNC(=O)C=1C=CC2=C(NC=N2)C1